6-amino-2-(3,5-dimethyl-4-((2'-oxo-1',2'-dihydrospiro[cyclobutane-1,3'-pyrrolo[3,2-b]pyridin]-5'-yl)methyl)phenyl)-1,2,4-triazine-3,5(2h,4h)-dione NC=1C(NC(N(N1)C1=CC(=C(C(=C1)C)CC1=CC=C2C(=N1)C1(C(N2)=O)CCC1)C)=O)=O